2-((1R,2R)-1-(2-cyano-5-fluorophenyl)-1-(1,3,5-trimethyl-1H-pyrazol-4-yl)propan-2-yl)-5-hydroxy-N-(isoxazol-4-yl)-1-methyl-6-oxo-1,6-dihydropyrimidine-4-carboxamide C(#N)C1=C(C=C(C=C1)F)[C@@H]([C@@H](C)C=1N(C(C(=C(N1)C(=O)NC=1C=NOC1)O)=O)C)C=1C(=NN(C1C)C)C